FC(CN1C(C=2NN=C(C2C1C1=CC=C(C=C1)SC1=CC=C(C=C1)OC(F)(F)F)C1=CC=CC=2NC(OC21)=O)=O)(C)F 7-[5-(2,2-Difluoropropyl)-6-oxo-4-(4-{[4-(trifluoromethoxy)phenyl]sulfanyl}phenyl)-1,4,5,6-tetrahydropyrrolo[3,4-c]pyrazol-3-yl]-1,3-benzoxazol-2(3H)-one